tert-butyl [(2R,3S)-4-amino-3-(2-{[(tert-butoxycarbonyl)amino]methyl}benzyl)butan-2-yl]carbamat NC[C@@H]([C@@H](C)NC(OC(C)(C)C)=O)CC1=C(C=CC=C1)CNC(=O)OC(C)(C)C